CN1N=C2C=CC=C(C2=C1)C#N 2-methyl-2H-indazole-4-carbonitrile